C12C(C=CC3=CC=CC=C13)S2 Naphthalene-sulfide